(4-methoxyphenyl)(pyridazin-3-yl)methanone COC1=CC=C(C=C1)C(=O)C=1N=NC=CC1